5-tert-Butyl-[1,3,4]oxadiazole-2-carboxylic acid {6-[2-(1-methyl-1H-pyrazol-4-yl)-3H-imidazo[4,5-b]pyridin-7-yl]-1,2,3,4-tetrahydro-naphthalen-1-yl}-amide CN1N=CC(=C1)C1=NC=2C(=NC=CC2C=2C=C3CCCC(C3=CC2)NC(=O)C=2OC(=NN2)C(C)(C)C)N1